5-morpholinopentanoic acid hydrochloride Cl.O1CCN(CC1)CCCCC(=O)O